N1=CC=CC(=C1)[C@@H]1N(C)CCC1 |r| Racemic-nicotine